tert-butyl (3S,4S)-4-(4-(3-(2,6-bis(benzyloxy)pyridin-3-yl)-1-methyl-1H-indazol-7-yl)piperazine-1-carbonyl)-3-methylpiperidine-1-carboxylate C(C1=CC=CC=C1)OC1=NC(=CC=C1C1=NN(C2=C(C=CC=C12)N1CCN(CC1)C(=O)[C@@H]1[C@@H](CN(CC1)C(=O)OC(C)(C)C)C)C)OCC1=CC=CC=C1